C1(=CC=CC=C1)N(C(=S)SCC#N)C1=CC=CC=C1 Cyanomethyl diphenylcarbamodithioate